hydroxy-6-oxo-1,6-dihydropyridine-2-carboxamide ON1C(=CC=CC1=O)C(=O)N